N-hydroxy-2,6-dimethylnicotinimidoyl chloride ON=C(C1=C(N=C(C=C1)C)C)Cl